(4aR)-3-acryloyl-11-fluoro-8-(2-isopropyl-4-methylpyridin-3-yl)-10-(5-methyl-1H-indazol-4-yl)-1,2,3,4,4a,5-hexahydropyrazino[1',2':4,5][1,4]oxazino[2,3-c][1,8]naphthyridin-7(8H)-one C(C=C)(=O)N1C[C@H]2N(C3=C(C(N(C=4N=C(C(=CC34)F)C3=C4C=NNC4=CC=C3C)C=3C(=NC=CC3C)C(C)C)=O)OC2)CC1